2-(2-(4-(3-(2-morpholinoethyl)phenyl)indoline-1-carbonyl)-6,7-dihydrothiazolo[5,4-c]pyridin-5(4H)-yl)acetic acid O1CCN(CC1)CCC=1C=C(C=CC1)C1=C2CCN(C2=CC=C1)C(=O)C=1SC=2CN(CCC2N1)CC(=O)O